FC12CC(C1)(C2)C(CC#N)=O 3-(3-Fluorobicyclo[1.1.1]pentan-1-yl)-3-oxopropanenitrile